[N+](=O)(OCCN1C(C2=CC=3C(N(C(C3C=C2C1=O)=O)CO[N+](=O)[O-])=O)=O)[O-] 2-(6-((Nitrooxy)methyl)-1,3,5,7-tetraoxo-3,5,6,7-tetrahydropyrrolo[3,4-f]isoindol-2(1H)-yl)ethyl nitrate